N1(N=NC=C1)C[C@H]1N(C[C@@H](C1)NC(=O)C=1OC(=CN1)C1=C(C=CC=C1)OC)C(=O)OC(C)(C)C tert-Butyl (2S,4R)-2-((1H-1,2,3-triazol-1-yl)methyl)-4-(5-(2-methoxyphenyl)oxazole-2-carboxamido)pyrrolidine-1-carboxylate